CC(CC)(CC)C=1C(=CC(=C(C(=O)O)C1)C)O 5-(1-methyl-1-ethylpropyl)-4-hydroxy-2-methylbenzoic acid